CN(C)C1=C(C2=CC=CC=C2C=C1)S(=O)(=O)C=1C=C2CCN(C2=CC1)C(=O)NCCCCCC(=O)NO 5-(dimethylamino(naphthalene-1-yl)sulfonyl)-N-(6-(hydroxyamino)-6-oxohexyl)indoline-carboxamide